C(C1=CC=CC=C1)N(C(=O)C=1N=CC2=CC=CC=C2C1)C1C(CN(CC1)S(=O)(=O)CCCC)C N-benzyl-N-(1-(butylsulfonyl)-3-methylpiperidin-4-yl)isoquinoline-3-carboxamide